(Z)-ethyl 3-((2-methoxypyridin-3-yl)amino)but-2-enoate COC1=NC=CC=C1N\C(=C/C(=O)OCC)\C